5-((2-(2,6-dioxopiperidin-3-yl)-1,3-dioxoisoindolin-4-yl)amino)pentanoic acid O=C1NC(CCC1N1C(C2=CC=CC(=C2C1=O)NCCCCC(=O)O)=O)=O